tetrahydro-2,2,5,5-tetramethyl-furan CC1(OC(CC1)(C)C)C